(R)-5-isopropyl-5-{4-[4-(7-methylbenzoxazol-2-yl)piperidine-1-carbonyl]phenyl}imidazolidine-2,4-dione C(C)(C)[C@]1(C(NC(N1)=O)=O)C1=CC=C(C=C1)C(=O)N1CCC(CC1)C=1OC2=C(N1)C=CC=C2C